tert-butyl N-[4-(4-fluorophenyl)-2-[[4-(pyrazin-2-ylsulfonimidoyl)benzoyl]amino]phenyl]carbamate FC1=CC=C(C=C1)C1=CC(=C(C=C1)NC(OC(C)(C)C)=O)NC(C1=CC=C(C=C1)S(=O)(=N)C1=NC=CN=C1)=O